5-(isopropylamino)pyrazine-2-carboxamide C(C)(C)NC=1N=CC(=NC1)C(=O)N